C(C)(C)(C)C1=C(C=CC(=C1)S(=O)(=O)C)O 2-tert-butyl-4-methylsulfonylphenol